C(CCC)C=1SCCN1 butyl-4,5-dihydrothiazole